CC(CCC(=O)C1=CC(=C(C(=C1)Cl)Cl)Cl)C 4-methyl-1-(3,4,5-trichlorophenyl)pentan-1-one